(11β)-11,21-dihydroxypregn-4-ene-3,20-dione O[C@@H]1[C@@H]2[C@]3(CCC(C=C3CC[C@H]2[C@@H]2CC[C@H](C(CO)=O)[C@]2(C1)C)=O)C